benzoisoxazolespiropyrimidinetrione N1C(NC(C(C12NOC1=C2C=CC=C1)=O)=O)=O